4-(3-(3,4-difluoro-2-methoxyphenyl)-5-methyl-5-(trifluoromethyl)tetrahydrothiophene-2-carboxamido)phenylaminosulfonate FC=1C(=C(C=CC1F)C1C(SC(C1)(C(F)(F)F)C)C(=O)NC1=CC=C(C=C1)NS(=O)(=O)[O-])OC